4-bromo-2-(2,4-dichlorophenoxy)benzoic acid BrC1=CC(=C(C(=O)O)C=C1)OC1=C(C=C(C=C1)Cl)Cl